(R or S)-2-(6-methoxypyridin-3-yl)-N-((R)-phenyl((R)-1,2,3,4-tetrahydropyrido[2,3-b]pyrazin-3-yl)methyl)propan-1-amine COC1=CC=C(C=N1)[C@H](CN[C@@H]([C@H]1CNC2=C(N1)N=CC=C2)C2=CC=CC=C2)C |o1:8|